NC1=CC(=NN1C1=C(C=CC=C1)O)C(C)(C)C (5-amino-3-(tert-butyl)-1H-pyrazol-1-yl)phenol